CC1=NNC(=C1OB(OC=1C(=NNC1C)C)C=1C(=NNC1C)C)C tris(3,5-dimethylpyrazolyl)boronic acid